N-[4-(3-Cyanophenyl)-5-(2,6-dimethyl-4-pyridyl)thiazol-2-yl]-1-methyl-2-oxo-1,3,8-triazaspiro[4.5]decan-8-carboxamid C(#N)C=1C=C(C=CC1)C=1N=C(SC1C1=CC(=NC(=C1)C)C)NC(=O)N1CCC2(CNC(N2C)=O)CC1